CN(C=1C=C(C=CC1)C=1C=C2CCC(C(C2=CC1)NC(O[C@@H]1CN2CCC1CC2)=O)(C)C)C (S)-quinuclidin-3-yl (6-(3-(dimethylamino)phenyl)-2,2-dimethyl-1,2,3,4-tetrahydronaphthalen-1-yl)carbamate